[Si](C)(C)(C(C)(C)C)O[C@@H]1C(N([C@@H](C1)C(N(C)C1=CC(=C(C=C1)F)Cl)=O)C(=O)OC(C)(C)C)=O (3S,5S)-tert-butyl 3-((tert-butyldimethylsilyl)oxy)-5-((3-chloro-4-fluoro-phenyl)(methyl)carbamoyl)-2-oxopyrrolidine-1-carboxylate